ClC=1C=NC(=NC1)NC1CCN(CC1)S(=O)(=O)C=1C=C(C=CC1)N1CCC(CC1)CN1CCC(CC1)C1=CC=C2C(=NN(C2=C1)C)C1C(NC(CC1)=O)=O 3-(6-(1-((1-(3-((4-((5-chloropyrimidin-2-yl)amino)piperidin-1-yl)sulfonyl)phenyl)-piperidin-4-yl)methyl)piperidin-4-yl)-1-methyl-1H-indazol-3-yl)piperidine-2,6-dione